COC=1C=C(CCC2=C(C3=C(COCC3)S2)C(=O)N[C@@H](C)C2=CC=C(C(=O)O)C=C2)C=C(C1)OC (S)-4-(1-(2-(3,5-dimethoxyphenethyl)-4,7-dihydro-5H-thieno[2,3-c]pyran-3-carboxamido)ethyl)benzoic acid